BrC=1C=CC(=C2C=CN=NC12)N1CCC2(CCN2C(=O)OC(C)(C)C)CC1 tert-butyl 7-(8-bromocinnolin-5-yl)-1,7-diazaspiro[3.5]nonane-1-carboxylate